O1CCN(CC1)C=1C2=C(N=C(N1)N/N=C/C=1C=C(C=CC1)C)N=C(O2)C(=O)NC2CNCC2 7-morpholino-5-[(2E)-2-(m-tolylmethylene)hydrazino]-N-pyrrolidin-3-yl-oxazolo[4,5-d]pyrimidine-2-carboxamide